(R)-2-chloro-1-(5-fluoropyridin-3-yl)ethan-1-one ClCC(=O)C=1C=NC=C(C1)F